FC(OC1=CC=C(C=C1)[C@@H]1CC[C@H](CC1)OC=1N=NNC1CO)(F)F (4-(((trans)-4-(4-(trifluoromethoxy)phenyl)cyclohexyl)oxy)-1H-1,2,3-triazol-5-yl)methanol